C(C)(C)(C)OC(=O)N1C2(CC2OS(=O)(=O)C)CCCC1 ((methylsulfonyl)oxy)-4-azaspiro[2.5]octane-4-carboxylic acid tert-butyl ester